C(C)(C)(C)OC(=O)NS(=O)(=O)N(CCC1CN(C1)C(=O)OC(C)(C)C)C1CC1 tert-butyl 3-(2-((N-(tert-butoxycarbonyl)sulfamoyl)(cyclopropyl)amino)ethyl)azetidine-1-carboxylate